(R)-N5-(3,4-difluorophenyl)-2-methyl-N3-(1,1,1-trifluoropropan-2-yl)-6,7-dihydropyrazolo[1,5-a]Pyrazine-3,5(4H)-dicarboxamide FC=1C=C(C=CC1F)NC(=O)N1CC=2N(CC1)N=C(C2C(=O)N[C@@H](C(F)(F)F)C)C